2-HYDROXY-5-METHYLNICOTINALDEHYDE OC1=C(C=O)C=C(C=N1)C